F[C@@H]1[C@@H]2CC[C@H](C[C@@H]1NC(OC(C)(C)C)=O)N2C2=C(N=C1C(=N2)N(N=C1I)COCC[Si](C)(C)C)CO tert-butyl N-[(1S,2S,3S,5R)-2-fluoro-8-[5-(hydroxymethyl)-3-iodo-1-{[2-(trimethylsilyl)ethoxy] methyl}-1H-pyrazolo[3,4-b]pyrazin-6-yl]-8-azabicyclo[3.2.1]octan-3-yl]carbamate